S(=O)(=O)(O)CCCOS(=O)(=O)O.N=1N=C(NC1)CNC(C1=CC=C(C=C1)C1=NC2=CC=C3C(=C2C=2CCCCC12)C=NN3)=O N-((4H-1,2,4-triazol-3-yl)methyl)-4-(8,9,10,11-tetrahydro-3H-pyrazolo[4,3-a]phenanthridin-7-yl)benzamide sulfopropyl-(sulfate)